F[C@H]1CN(CC[C@H]1NC1=C2C=C(N(C2=CC=C1)CC(F)(F)F)C1=NOC(=N1)CNC(=O)C=1C=NN(C1)C1CCN(CC1)C)C N-{[3-(4-{[(3S,4R)-3-fluoro-1-methylpiperidin-4-yl]amino}-1-(2,2,2-trifluoroethyl)-1H-indol-2-yl)-1,2,4-oxadiazol-5-yl]methyl}-1-(1-methylpiperidin-4-yl)-1H-pyrazole-4-carboxamide